C1(CC1)C(=O)N1CCC2(CCC(C2O)C2N3C(C4=CC=CC=C24)=CN=C3)CC1 cyclopropyl(1-hydroxy-2-(5H-imidazo[5,1-a]isoindol-5-yl)-8-azaspiro[4.5]decan-8-yl)methanone